FC1=CC(=C(C=C1C=1C=NC(=NC1)OCC(F)(F)F)NC(=O)C1=CNC(C=C1C(F)(F)F)=O)N1CCN(CC1)C N-[4-fluoro-2-(4-methylpiperazin-1-yl)-5-[2-(2,2,2-trifluoroethoxy)pyrimidin-5-yl]phenyl]-6-oxo-4-(trifluoromethyl)-1H-pyridine-3-carboxamide